N-(4-(4-chloro-3-fluorophenyl)thiazol-2-yl)-5-((2-hydroxy-3-methoxybenzylidene)amino)pyridine-2-sulfonamide ClC1=C(C=C(C=C1)C=1N=C(SC1)NS(=O)(=O)C1=NC=C(C=C1)N=CC1=C(C(=CC=C1)OC)O)F